BrC1=NNC2=CC=C(C=C12)C 3-Bromo-5-methyl-1H-indazole